The molecule is a D-galactosyl-N-acylsphingosine in which the glycosidic bond has beta-configuration and the ceramide N-acyl group is specified as octanoyl. It is a N-acyl-beta-D-galactosylsphingosine and a C8 beta-D-glycosyl N-acylsphingosine. CCCCCCCCCCCCC/C=C/[C@H]([C@H](CO[C@H]1[C@@H]([C@H]([C@H]([C@H](O1)CO)O)O)O)NC(=O)CCCCCCC)O